FC1=C(C(=CC=C1)F)N1CCN(CC1)CC=1C=C2CN(C(C2=CC1)=O)N1C(NC(CC1)=O)=O 1-(5-((4-(2,6-difluorophenyl)piperazin-1-yl)methyl)-1-oxoisoindolin-2-yl)dihydropyrimidine-2,4(1H,3H)-dione